C(C)(C)(C)OC(C1=CC(=CC=C1)NC([C@H](CC1=CC=CC=C1)N1C(C(N(CC1)C1=C(C=CC(=C1)Cl)N1N=NN=C1)=O)=O)=O)=O (S)-3-(2-(4-(5-chloro-2-(1H-tetrazol-1-yl)phenyl)-2,3-dioxopiperazin-1-yl)-3-phenylpropionamido)benzoic acid tert-butyl ester